5-(Nitromethyl)-1H-tetrazole [N+](=O)([O-])CC1=NN=NN1